FC=1C=C(C=NC1)C1=CC(=NC(=C1)C([2H])([2H])[2H])C#N 5-Fluoro-6'-(methyl-d3)-[3,4'-bipyridine]-2'-carbonitrile